3-[[(1R)-1-[3,6-Dimethyl-2-(2-methylindazol-5-yl)-4-oxo-chromen-8-yl]ethyl]amino]-6-methyl-pyridine-2-carbonitrile CC1=C(OC2=C(C=C(C=C2C1=O)C)[C@@H](C)NC=1C(=NC(=CC1)C)C#N)C1=CC2=CN(N=C2C=C1)C